6-[[5-chloro-3-(2,2,2-trifluoroethoxy)-2-pyridyl]oxy]-N-(3-methyl-1,1-dioxo-thietan-3-yl)-[1,2,4]triazolo[1,5-a]pyridine-2-carboxamide ClC=1C=C(C(=NC1)OC=1C=CC=2N(C1)N=C(N2)C(=O)NC2(CS(C2)(=O)=O)C)OCC(F)(F)F